CC1=NC(=CC=C1NC(=O)C1C(CCCC1)C(=O)O)C1=C(C(=NO1)C)NC(=O)O[C@H](C)C=1SC=CN1 2-((2-methyl-6-(3-methyl-4-((((R)-1-(thiazol-2-yl)ethoxy)carbonyl)amino)isoxazol-5-yl)pyridin-3-yl)carbamoyl)cyclohexane-1-carboxylic acid